Cl.[2H]C(OC=1C=C(N)C=CC1)([2H])[2H] 3-(trideuteriomethoxy)aniline HCl salt